FC1=C2C(=C(NC2=CC=C1)C)C1=CC=CC=C1 fluorophenyl-methyl-indole